benzimidazole mesylate salt S(C)(=O)(=O)O.N1=CNC2=C1C=CC=C2